8-(1-(1-methylcyclohexyloxycarbonyl)-octahydro-4,7-methano-indene-5-yloxycarbonyl)-tetracyclo[4.4.0.12,5.17,10]-3-dodecene CC1(CCCCC1)OC(=O)C1CCC2C3C(CC(C12)C3)OC(=O)C3C1C2C4C=CC(C2C(C3)C1)C4